ClC(C(C)(C)O)(Cl)Cl 2-Trichloromethyl-2-propanol